2-(3,8-diazabicyclo[3.2.1]octan-8-yl)-N-(4,4-difluorocyclohexyl)-6,7-dihydrothiazolo[5,4-c]pyridine-5(4H)-carboxamide C12CNCC(CC1)N2C=2SC=1CN(CCC1N2)C(=O)NC2CCC(CC2)(F)F